FC(C1C(NC2=CC=CC=C2N1CC1=CC=C(C=C1)OC)=O)F 3-(difluoromethyl)-4-(4-methoxybenzyl)3,4-dihydroquinoxalinone